O=C1NC(CCC1N1C(C2=CC=C(C=C2C1=O)CN1C[C@@H](CCC1)C1=CC=C(C=C1)N1N=C2C(=CC=CC2=C1)C(=O)N)=O)=O 2-(4-((3S)-1-((2-(2,6-dioxopiperidin-3-yl)-1,3-dioxoisoindoline-5-yl)methyl)piperidin-3-yl)phenyl)-2H-indazole-7-carboxamide